C1(=CC=CC=C1)OC(O)=O.C(C=1C(O)=CC=CC1)(=O)OC(C)(C)C tertbutyl salicylate phenyl-carbonate